4-amino-3,5,6-trifluoro-phthalonitrile NC=1C(=C(C(C#N)=C(C1F)F)C#N)F